C(C)(C)NC(O[C@H]1C[C@H](CC1)C1=CC(=NN1)NC(=O)C1CC(C1)C1=C(C(=CC=C1)O)C=O)=O (1R,3S)-3-(3-((1s,3R)-3-(2-formyl-3-hydroxyphenyl)cyclobutane-1-carboxamido)-1H-pyrazol-5-yl)cyclopentyl isopropylcarbamate